O-ethyl-xanthic acid potassium salt [K+].C(C)OC(=S)[S-]